C1(=CC=CC=C1)[C@](C(=O)O)(C)NC(=O)OCC(Cl)(Cl)Cl (s)-2-Phenyl-2-(((2,2,2-trichloroethoxy)carbonyl)amino)propanoic acid